C12OCCCN(C2C1)C=1C2=C(N=C(N1)OCC1(CC1)CO)C(=C(N=C2)Cl)F (1-(((4-(2-oxa-6-azabicyclo[5.1.0]octan-6-yl)-7-chloro-8-fluoropyrido[4,3-d]pyrimidin-2-yl)oxy)methyl)cyclopropyl)methanol